N-((2-methylcyclopropyl)(phenyl)methyl)-4-(trifluoromethoxy)benzenesulfonamide CC1C(C1)C(NS(=O)(=O)C1=CC=C(C=C1)OC(F)(F)F)C1=CC=CC=C1